C(C1=CC=CC=C1)OC(=O)N[C@H](C(=O)O)CCNS(=O)(=O)C1=C(C=CC=C1)[N+](=O)[O-] (S)-2-(((benzyloxy)carbonyl)amino)-4-(2-nitrophenylsulfonylamino)butyric acid